BrC1=NC2=C(N1C1=CC3=C(OC4=C3C=CC=C4)C=C1)C=CC=C2 2-bromo-1-(dibenzofuran-2-yl)-1H-benzimidazole